F[P-](F)(F)(F)(F)F.N1(N=NC2=C1C=CC=C2)[N+]2(CCCC2)C=CN2CCCC2 (1H-benzotriazol-1-yl)(1-pyrrolidinylmethylenemethyl)pyrrolidinium hexafluorophosphate